C[C@@H]1N(CCN(C1)C(=O)C=1N=C(SC1)C=1C=NN(C1)C1=CC=CC=C1)C(=O)OC(C)(C)C tert-butyl (S)-2-methyl-4-(2-(1-phenyl-1H-pyrazol-4-yl)thiazole-4-carbonyl)piperazine-1-carboxylate